Selenoadenosine [C@@H]1([C@H]([SeH])[C@H](O)[C@@H](CO)O1)N1C=NC=2C(N)=NC=NC12